2-(1-(6-amino-9H-purin-9-yl)propyl)-3-(2-fluorophenyl)-4H-chromen-4-one NC1=C2N=CN(C2=NC=N1)C(CC)C=1OC2=CC=CC=C2C(C1C1=C(C=CC=C1)F)=O